O=C1NC(CCC1N1CC2=CC=CC(=C2C1=O)CNC(OC(C)(C)C)=O)=O tert-butyl ((2-(2,6-dioxopiperidin-3-yl)-3-oxoisoindolin-4-yl)methyl)carbamate